γ-methacryloyloxypropyl-dimethoxymethyl-silane C(C(=C)C)(=O)OCCC[SiH2]C(OC)OC